Cl.N=1N=C(NC1)COC1=C(C=C(C=C1OC)C1=CC(=CC=2N(C(N(C21)C)=O)CC(=O)NC2=CC(=CC=C2)OC)C(F)(F)F)F 2-(4-(4-((4H-1,2,4-triazol-3-yl)methoxy)-3-fluoro-5-methoxyphenyl)-3-methyl-2-oxo-6-(trifluoromethyl)-2,3-dihydro-1H-benzo[d]imidazol-1-yl)-N-(3-methoxyphenyl)acetamide hydrochloride